tert-butyl (E)-4-(1-(cyclopropylmethyl)-2-(2-nitroprop-1-en-1-yl)-1H-pyrrolo[2,3-c]pyridin-7-yl)piperidine-1-carboxylate C1(CC1)CN1C(=CC=2C1=C(N=CC2)C2CCN(CC2)C(=O)OC(C)(C)C)\C=C(/C)\[N+](=O)[O-]